(S)-2-(3-chlorophenyl)-2,2-difluoro-1-phenylethyl ((S)-1-(((S)-1-hydroxy-3-((S)-2-oxopyrrolidin-3-yl)propan-2-yl)amino)-4-methyl-1-oxopentan-2-yl)carbamate OC[C@H](C[C@H]1C(NCC1)=O)NC([C@H](CC(C)C)NC(O[C@H](C(F)(F)C1=CC(=CC=C1)Cl)C1=CC=CC=C1)=O)=O